C(C)(C)N(P(OCCC#N)OCCSC(C1=CC=C(C=C1)OC)(C1=CC=C(C=C1)OC)C1=CC=C(C=C1)OC)C(C)C 2-cyanoethyl (2-((tris(4-methoxyphenyl) methyl) thio) ethyl) diisopropylphosphoramidite